COC(C(C)C1=CC(=CC=C1)OC)=O 2-(3-methoxyphenyl)propionic acid methyl ester